CC=1C(=C(C=C(C1)C)O)C1=NC=2N(C=C1)C=C(N2)[C@@H]2CN(CCC2)C |o1:18| 3,5-dimethyl-2-[2-[rel-(3S)-1-methyl-3-piperidyl]imidazo[1,2-a]pyrimidin-7-yl]phenol